C(C)(C)(C)PC(C)(C)C ditertbutylphosphine